[N-]=C=O.[N-]=C=O.C1=C(C=CC=C1)C1=CC=CC=C1 2,4'-biphenyl diisocyanate